Methoxyindoleacetic acid COC1=CC2=C(C=C1)NC=C2CC(=O)O